acrylic acid lead salt [Pb+2].C(C=C)(=O)[O-].C(C=C)(=O)[O-]